(2S)-6-chloro-N-{3-[2-(4-chloro-3-fluorophenoxy)acetamido]bicyclo[1.1.1]pentan-1-yl}-3,4-dihydro-2H-1,4-benzoxazine-2-carboxamide ClC=1C=CC2=C(NC[C@H](O2)C(=O)NC23CC(C2)(C3)NC(COC3=CC(=C(C=C3)Cl)F)=O)C1